C12(CC(C1)C2)N bicyclo[1.1.1]pentan-1-amine